2,4-diethylthiaanthracene C(C)C1SC2=CC3=CC=CC=C3C=C2C(=C1)CC